2-(tert-butoxycarbonyl)-2-methyl-3,4-dihydro-2H-pyrrole 1-oxide C(C)(C)(C)OC(=O)C1([N+](=CCC1)[O-])C